FC(CS(=O)(=O)[O-])(F)F trifluoroethyl-sulfonate